(S)-3-((4-chloro-6-(4-(2-hydroxyethyl)piperazin-1-yl)pyrimidin-2-yl)amino)piperidine ClC1=NC(=NC(=C1)N1CCN(CC1)CCO)N[C@@H]1CNCCC1